C1(CC(CC(C1)C(=O)ON1C(CCC1=O)=O)C(=O)ON1C(CCC1=O)=O)C(=O)ON1C(CCC1=O)=O tris(2,5-dioxopyrrolidin-1-yl) cyclohexane-1,3,5-tricarboxylate